CC(C)(CCC[C@@H](C)[C@H]1CC[C@H]2[C@@H]3CCC4(C([C@H](CC[C@]4(C)[C@H]3CC[C@]12C)O)O)O)O cholestan-3β,4,5,25-tetraol